ClC1=C(C#N)C(=CC(=N1)Cl)C(C)C 2,6-dichloro-4-isopropylnicotinonitrile